[3-allyloxy-2,4-dichlorophenethyl]imidazole C(C=C)OC=1C(=C(CCC=2NC=CN2)C=CC1Cl)Cl